C1(CC1)COC1=C(C=C(C=C1)S(=O)(=O)C)C=1C2=C(C(N(C1)C)=O)SC(=C2)C(=O)N 4-[2-(cyclopropylmethoxy)-5-methylsulfonylphenyl]-6-methyl-7-oxothieno[2,3-c]pyridine-2-carboxamide